1-(3-hydroxypropyl)piperidine 1-oxide OCCC[N+]1(CCCCC1)[O-]